ClC=1C=C2C(=CC(=NC2=CC1)C(C)(C)O)[2H] 2-(6-Chloroquinolin-2-yl-4-d)propan-2-ol